1-(9-ethyl-2-(3-(1-methyl-1H-pyrazol-3-yl)phenyl)-6-(piperidin-1-yl)-9H-purin-8-yl)ethan-1-one C(C)N1C2=NC(=NC(=C2N=C1C(C)=O)N1CCCCC1)C1=CC(=CC=C1)C1=NN(C=C1)C